C(C)N1N=C2C(=CC=C(C2=C1)N1CCC2(CCN2C(=O)OC(C)(C)C)CC1)C(NC=1C=C(C=2N(C1)C=C(N2)C)F)=O tert-butyl 7-[2-ethyl-7-({8-fluoro-2-methylimidazo[1,2-a]pyridin-6-yl}carbamoyl)indazol-4-yl]-1,7-diazaspiro[3.5]nonane-1-carboxylate